C(C)(C)(C)OC(=O)N1C(CN(CC1)C1CC1)C(=O)O 4-cyclopropylpiperazine-1,2-dicarboxylic acid 1-tert-butyl ester